2-[(1R)-1-(4-Chlorophenyl)-2-[(5-chloropyridin-2-yl)methyl]-1-methoxy-3-oxo-2,3-dihydro-1H-isoindol-5-yl]-N-ethyl-2-hydroxypropanamid ClC1=CC=C(C=C1)[C@@]1(N(C(C2=CC(=CC=C12)C(C(=O)NCC)(C)O)=O)CC1=NC=C(C=C1)Cl)OC